(4-fluorophenyl)-2-(phenylseleno)ethane Prop-2-yn-1-yl-4-amino-3-chloro-5-fluoro-6-(7-fluoro-1H-indol-6-yl)pyridin-2-carboxylat C(C#C)OC(=O)C1=NC(=C(C(=C1Cl)N)F)C1=CC=C2C=CNC2=C1F.FC1=CC=C(C=C1)CC[Se]C1=CC=CC=C1